1-(3-((1-cyclopentyl-6-((5-methylthiazol-2-yl)amino)-1H-pyrrolo[3,2-c]pyridin-4-yl)oxy)piperidin-1-yl)prop-2-en-1-one C1(CCCC1)N1C=CC=2C(=NC(=CC21)NC=2SC(=CN2)C)OC2CN(CCC2)C(C=C)=O